8-aminooctyltriethoxysilane NCCCCCCCC[Si](OCC)(OCC)OCC